Cl.S1C(=CC2=C1C=CC=C2)C(C)N(C(=O)N)OC(CN(CC)CC)=O N-[1-(1-benzothiophen-2-yl)ethyl]-N-(2-diethylamino-acetoxy)urea hydrochloride